C(#N)C1=CC=C(C=C1)C12C(C=3C(=NC(=CC3O1)C#N)OC)(C(C(C2C2=CC=CC=C2)CN2C1(CC1(F)F)CC2)O)O 5a-(4-cyanophenyl)-7-((1,1-difluoro-4-azaspiro[2.3]hexan-4-yl)methyl)-8,8a-dihydroxy-1-methoxy-6-phenyl-5a,7,8,8a-tetrahydro-6H-cyclopenta[4,5]furo[3,2-c]pyridine-3-carbonitrile